C(C)(C)(C)OC(=O)N1[C@H](CN(CC1)C1=NC=CC(=C1)C1=NNC2=CC=C(C=C12)OC1(CC1)C)C (2S)-2-methyl-4-[4-[5-(1-methylcyclopropoxy)-1H-indazol-3-yl]-2-pyridinyl]piperazine-1-carboxylic acid tert-butyl ester